C(C\C=C\C=C\CCCC)CC(=O)O.OC1=C(C=CC=C1)C(CCC1=C(C=CC=C1)O)C1=C(C=CC=C1)O 1,1,3-tris(hydroxyphenyl)propane (E,E)-3,5-decadienylacetate